C(C)(C)(C)SSC(=O)N([C@H](C(=O)OCC#N)CSSC(C)(C)C)C (R)-cyanomethyl 2-((tert-butyldisulfanecarbonyl) (methyl)amino)-3-(tert-butyldisulfanyl)propanoate